methyl N-[5-[6-[ethyl-(4-fluoro-3-methoxy-phenyl)carbamoyl]-4-(methoxymethyl)benzimidazol-1-yl]-2-pyridyl]carbamate C(C)N(C(=O)C=1C=C(C2=C(N(C=N2)C=2C=CC(=NC2)NC(OC)=O)C1)COC)C1=CC(=C(C=C1)F)OC